C(=O)O.C(=O)O.N[C@@H](C(=O)NC[C@@H](CNC(C1=C(C=C(C=C1)NC=1C=2N(C=CN1)C(=CN2)C2=C(C(=C(C=C2)OC)F)F)CC)=O)O)CCCNC(=N)N |&1:12| rac-N-(3-((R)-2-amino-5-guanidinopentanamido)-2-hydroxypropyl)-4-((3-(2,3-difluoro-4-methoxyphenyl)imidazo[1,2-a]pyrazin-8-yl)amino)-2-ethylbenzamide diformate